ClCC=1C(=C(CO)C(=C(C1C)CCl)C)C 3,5-bis(chloromethyl)-2,4,6-trimethyl-benzyl alcohol